C1(=CC=CC=C1)C=1N=C(OC1)C(C(=O)C1=CC=CC=C1)C (phenyloxazolyl)phenyl-propane-1-one